ClC(C(=O)[O-])(C)CC=1C=NC=CC1.[I-].C(CCCCC)OC=1C(=NSN1)C1=CCC[N+](C1)(C(C=1C=NC=CC1)OC(CC)=O)C.C(CCCCC)OC=1C(=NSN1)C1=CCC[N+](C1)(C)C(OC(CC)=O)C=1C=NC=CC1 5-(4-(hexyloxy)-1,2,5-thiadiazol-3-yl)-1-methyl-1-((propionyloxy)(pyridin-3-yl)methyl)-1,2,3,6-tetrahydropyridin-1-ium iodide Chloro(pyridin-3-yl)methyl-propionate